C(#N)C1=CC=C(C=C1)C1=CC=C(C=C1)OCCCC(CC)C1=CC=C(C=C1)C1=CC=C(C=C1)C#N 1-(4-cyanobiphenyl-4'-oxy)-4-(4-cyanobiphenyl-4'-yl)hexane